ClC1=CC=C(C=C1)C=1C=C(C=C2CC(NC12)=O)C1=NNC(SC1C)=O 5-(7-(4-chlorophenyl)-2-oxoindolin-5-yl)-6-methyl-3,6-dihydro-2H-1,3,4-thiadiazin-2-one